N-(4b-hydroxy-7-isopropyl-4-nitro-10-oxo-4b,10-dihydro-9bH-indeno[1,2-b]benzofuran-9b-yl)-2-oxooctanamide OC12OC3=C(C1(C(C1=CC=CC(=C12)[N+](=O)[O-])=O)NC(C(CCCCCC)=O)=O)C=CC(=C3)C(C)C